(4-fluorophenyl)(7-(4-fluorophenyl)-6-((4-methoxyphenyl)seleno)-3,4-dihydro-1,8-naphthyridin-1(2H)-yl)methanone FC1=CC=C(C=C1)C(=O)N1CCCC2=CC(=C(N=C12)C1=CC=C(C=C1)F)[Se]C1=CC=C(C=C1)OC